3-(hydroxymethyl)-3-[(methylamino)methyl]oxa-pyrrolidin-2-one OCC1(C(NCO1)=O)CNC